NC1CCC(CC1)N1CN=CC=C1 N-((1r,4r)-4-aminocyclohexyl)pyrimidine